(±)-N-(1-(6-bromo-8-fluoro-2-methylquinolin-4-yl)propyl)-2-methylpropane-2-sulfinamide BrC=1C=C2C(=CC(=NC2=C(C1)F)C)C(CC)NS(=O)C(C)(C)C